ethyl 1-((8-(chloromethyl)-6-cyclopropylimidazo[1,2-a]pyridin-2-yl)methyl)-1H-1,2,3-triazole-4-carboxylate ClCC=1C=2N(C=C(C1)C1CC1)C=C(N2)CN2N=NC(=C2)C(=O)OCC